2-(((2R,6S)-2,6-dimethylmorpholino)-4-(1H-indol-3-yl)-5,8-dihydropyrido[3,4-d]pyrimidin-7(6H)-yl)(1-(trifluoromethyl)cyclopropyl)methanone C[C@H]1O[C@H](CN(C1)C=1N=C(C2=C(N1)CN(CC2)C2C(C2)(C(F)(F)F)C=O)C2=CNC1=CC=CC=C21)C